imino-diglycinate N(NCC(=O)[O-])NCC(=O)[O-]